[Si](C)(C)(C(C)(C)C)OCCN1N=C(C2=CC=CC(=C12)C1CC1)NC(C1=CC=C(C=C1)F)=O N-(1-(2-((tert-butyldimethylsilyl)oxy)ethyl)-7-cyclopropyl-1H-indazol-3-yl)-4-fluorobenzamide